6-isopropyl-5-(8-methoxy-[1,2,4]triazolo[1,5-a]pyridin-6-yl)-2-(1-neopentyl-piperidin-4-yl)-4H-pyrrolo[3,2-d]thiazole C(C)(C)C1=C(NC2=C1N=C(S2)C2CCN(CC2)CC(C)(C)C)C=2C=C(C=1N(C2)N=CN1)OC